FC(C1=NC(=NC(=N1)C(F)(F)F)N1C(C=2NC3=CC=C(C=C3C2CC1)Cl)CC(CCO)O)(F)F 4-[2-[4,6-bis(trifluoromethyl)-1,3,5-triazin-2-yl]-6-chloro-1,3,4,9-tetrahydropyrido[3,4-b]indol-1-yl]butane-1,3-diol